(E)-N-((8-fluoro-1,2,3,5,6,7-hexahydro-s-indacen-4-yl)carbamoyl)-4-(hydroxyimino)-4,5,6,7-tetrahydrobenzofuran-2-sulfonamide FC=1C=2CCCC2C(=C2CCCC12)NC(=O)NS(=O)(=O)C=1OC2=C(C1)/C(/CCC2)=N/O